ClC=1C(=C(OC2CCC3(CN(C3)C(=O)C3CC(C3)(C)O)CC2)C=CC1)C (7-(3-Chloro-2-methylphenoxy)-2-azaspiro[3.5]nonan-2-yl)((1s,3s)-3-hydroxy-3-methylcyclobutyl)methanone